4-(4-hydroxybutoxy)-3-(benzenesulfonyl)-1,2,5-oxadiazole 2-oxide OCCCCOC=1C(=[N+](ON1)[O-])S(=O)(=O)C1=CC=CC=C1